CN1C=C(C=C(C1=O)C)C=1C=C2CCC(N(C2=CC1NC1=C2C(N(C(C2=CC=C1)=O)[C@@H]1C(NC(CC1)=O)=O)=O)C)=O (S)-4-((6-(1,5-dimethyl-6-oxo-1,6-dihydropyridin-3-yl)-1-methyl-2-oxo-1,2,3,4-tetrahydroquinolin-7-yl)amino)-2-(2,6-dioxopiperidin-3-yl)isoindoline-1,3-dione